4-((3-(1-cyclobutyl-3-(trifluoromethyl)-1H-pyrazol-4-yl)imidazo[1,2-a]pyrazin-8-yl)amino)-2-ethyl-N-(2-(2-morpholinoethoxy)ethyl)benzamide formate C(=O)O.C1(CCC1)N1N=C(C(=C1)C1=CN=C2N1C=CN=C2NC2=CC(=C(C(=O)NCCOCCN1CCOCC1)C=C2)CC)C(F)(F)F